CN(C(NC#N)=N)C 3,N3-dimethyl-N1-cyanoguanidine